NC1=CC=C(C=C1)CC(C)[Te]C 1-amino-4-(2-methyltelluro-propyl)benzene